5-[1-[2-bromo-4-[1,2,2,2-tetrafluoro-1-(trifluoromethyl)ethyl]-6-(trifluoromethoxy)phenyl]pyrazol-4-yl]-2-chloro-N-cyclopropylbenzamide BrC1=C(C(=CC(=C1)C(C(F)(F)F)(C(F)(F)F)F)OC(F)(F)F)N1N=CC(=C1)C=1C=CC(=C(C(=O)NC2CC2)C1)Cl